NC1=C(C(=NO1)C)C 5-amino-3,4-dimethyl-isoxazole